FC(C1=NN(C=C1C(=O)Cl)C)F 3-(Difluoromethyl)-1-methylpyrazol-4-carbonylchlorid